1-[1-[6-(1-amino-1-methyl-ethyl)-3-pyridyl]pyrazol-3-yl]-3-[(4S)-8-chlorochroman-4-yl]urea NC(C)(C)C1=CC=C(C=N1)N1N=C(C=C1)NC(=O)N[C@H]1CCOC2=C(C=CC=C12)Cl